CN1N=C(N=C1C)C=1C=C(C=CC1NC1=CC=C(C=C1)S(F)(F)(F)(F)F)S(=O)(=O)NC 3-(1,5-dimethyl-1H-1,2,4-triazol-3-yl)-N-methyl-4-((4-(pentafluoro-λ6-sulfanyl)phenyl)amino)benzenesulfonamide